Ortho-dichlorobenzene ClC1=C(C=CC=C1)Cl